Monoethyl-triethoxysilane C(C)[Si](OCC)(OCC)OCC